2-(4'-chlorospiro[cyclopentane-1,5'-pyrrolo[2,3-d]pyrimidin]-7'(6'H)-yl)isonicotinonitrile ClC=1C2=C(N=CN1)N(CC21CCCC1)C=1C=C(C#N)C=CN1